COC(=O)C=1C(N(N=C(C1)C1=CC=C(C=C1)C)C1=CC(=CC(=C1)F)F)=O 2-(3,5-difluorophenyl)-6-(4-methylphenyl)-3-oxo-2,3-dihydropyridazine-4-carboxylic acid methyl ester